FC1(CCN(CC1)C=1N=C2N(C(C1C)=O)C=C(C=C2[C@@H](C)NC2=C(C(=O)OC)C=CC=C2)C)F methyl (R)-2-((1-(2-(4,4-difluoropiperidin-1-yl)-3,7-dimethyl-4-oxo-4H-pyrido[1,2-a]pyrimidin-9-yl)ethyl) amino)benzoate